3-((14-((2,4-dinitrophenyl)amino)-4-oxo-6,9,12-trioxa-3-azatetradecyl)oxy)acrylamide [N+](=O)([O-])C1=C(C=CC(=C1)[N+](=O)[O-])NCCOCCOCCOCC(NCCOC=CC(=O)N)=O